OC1=C(C=CC(=C1)O)C=1N=C(SC1)NC(C)=O N-(4-(2,4-dihydroxyphenyl)thiazol-2-yl)acetamide